benzyl 4-hydroxy-4-(2-trimethylsilylethynyl)piperidine-1-carboxylate OC1(CCN(CC1)C(=O)OCC1=CC=CC=C1)C#C[Si](C)(C)C